FC(C=1C=C(C(=O)O)C=C(C1C)C(=O)OC)F 3-(difluoromethyl)-5-methoxycarbonyl-4-methyl-benzoic acid